1,4-dihydroborol B1C=CCC1